ClC1=CC=C2C(=N1)N(C(=N2)C=2C(=NC=CC2)NC(C(C)(C)C)=O)C=2C=C1CCC3(SCCS3)C1=CC2 N-(3-(5-chloro-3-(2,3-dihydrospiro[indene-1,2'-[1,3]dithiolan]-5-yl)-3H-imidazo[4,5-b]pyridin-2-yl)pyridin-2-yl)pivalamide